Dimethyl 2-(4-fluoro-2-methoxyphenoxy)fumarate FC1=CC(=C(O/C(/C(=O)OC)=C\C(=O)OC)C=C1)OC